P(=O)(OCCOCCCC)([O-])[O-] (2-butoxyethyl) phosphat